FC(CN1N=NC2=C1C=C(C=C2)C=2C(=CN1N=C(N=C(C12)OC)NC1CCN(CC1)C1COC1)F)F 5-(1-(2,2-difluoroethyl)-1H-benzo[d][1,2,3]triazol-6-yl)-6-fluoro-4-methoxy-N-(1-(oxetan-3-yl)piperidin-4-yl)pyrrolo[2,1-f][1,2,4]triazin-2-amine